3-chloro-1,4-difluoro-5-methoxy-2-vinylbenzene ClC=1C(=C(C=C(C1F)OC)F)C=C